(1S,2S,3R,5S)-2-((benzyloxy)carbonyl)-3-(4-bromophenyl)-5-ethoxycyclohexane-1-carboxylic acid C(C1=CC=CC=C1)OC(=O)[C@@H]1[C@H](C[C@H](C[C@H]1C1=CC=C(C=C1)Br)OCC)C(=O)O